propionolactone C1(CCO1)=O